C(C)S(=O)(=O)C1=CC=C(CNC(=O)C=2C=C3C=C(N(C3=CC2F)CCO)CC2=C(C=C(C=C2)F)C(F)(F)F)C=C1 N-(4-(ethylsulfonyl)benzyl)-6-fluoro-2-(4-fluoro-2-(trifluoromethyl)benzyl)-1-(2-hydroxyethyl)-1H-indole-5-carboxamide